pyrazino[2,3-c]pyridazine N1=NC=CC2=C1N=CC=N2